(2R,4R)-N2-(5-((-)-1-(3-cyanophenyl)-3-cyclopropyl-1-((R)-1,1-Dimethylethylsulfinylamino)propyl)-2-fluorophenyl)-4-methoxy-N1-(4-chlorophenyl)pyrrolidine-1,2-dicarboxamide C(#N)C=1C=C(C=CC1)C(CCC1CC1)(N[S@](=O)C(C)(C)C)C=1C=CC(=C(C1)NC(=O)[C@@H]1N(C[C@@H](C1)OC)C(=O)NC1=CC=C(C=C1)Cl)F